tert-butyl N-tert-butoxycarbonyl-N-[2-[2-oxo-3-[3-oxo-4-(2-trimethylsilylethoxymethyl)pyrazino[2,3-b][1,4]oxazin-6-yl]oxazolidin-5-yl]ethyl]carbamate C(C)(C)(C)OC(=O)N(C(OC(C)(C)C)=O)CCC1CN(C(O1)=O)C1=NC2=C(OCC(N2COCC[Si](C)(C)C)=O)N=C1